4-[4-Cyano-6-(3-fluoro-2-methyl-phenyl)-3-hydroxy-pyridin-2-yl]-4-oxo-butyric acid C(#N)C1=C(C(=NC(=C1)C1=C(C(=CC=C1)F)C)C(CCC(=O)O)=O)O